COC1=C2CCCC2=CC(=C1)OC 4,6-dimethoxy-2,3-dihydro-1H-indene